FC(N1N=CC(=C1)C=1N(C(=C(N1)N1CC2=NC=C(C=C2C1=O)C(F)(F)F)S(=O)(=O)CC)C)F 6-[2-[1-(difluoromethyl)pyrazol-4-yl]-5-ethylsulfonyl-1-methyl-imidazol-4-yl]-3-(trifluoromethyl)-7H-pyrrolo[3,4-b]pyridin-5-one